4-(3-isobutyl-1-(4-methoxyphenyl)-1H-pyrazolo[4,3-b]pyridine-5-carbonyl)-3,3-dimethylpiperazin-2-one C(C(C)C)C1=NN(C=2C1=NC(=CC2)C(=O)N2C(C(NCC2)=O)(C)C)C2=CC=C(C=C2)OC